O=C1[C@H](SCC[C@H](N1)CNC(=O)C1=NNC=C1)C1=CC=C(C=C1)OC1=CC=CC=C1 N-[[(2R,5S)-3-oxo-2-(4-phenoxyphenyl)-1,4-thiazepan-5-yl]methyl]-1H-pyrazole-3-carboxamide